C1(CCCCC1)C=1C=C(C(=CC1)C)C(=O)O.C1(=CC=C(C=C1)C(=O)OC1CCCCC1)C cyclohexyl para-toluate (4-cyclohexyl toluate)